C(#N)C1CN(CCC1NC(=O)C1=CC(=CC=2N(C=NC21)CC(F)(F)F)C#CCNC2=C(C=C(C=C2)S(=O)(=O)C)OC)C(=O)OC(C)(C)C tert-butyl 3-cyano-4-[[6-[3-(2-methoxy-4-methylsulfonyl-anilino)prop-1-ynyl]-1-(2,2,2-trifluoroethyl)benzimidazole-4-carbonyl]amino]piperidine-1-carboxylate